(1-fluorospiro[2.3]hexan-5-yl)methanamine FC1CC12CC(C2)CN